(S)-2-(((benzyloxy)carbonyl)amino)-2-(spiro[2.3]hexan-5-yl)acetic acid C(C1=CC=CC=C1)OC(=O)N[C@H](C(=O)O)C1CC2(CC2)C1